FC1=CC(=C(C=C1)B(O)O)C (4-fluoro-2-methylphenyl)boronic acid